boron pyrosulfate boron trifluoride B(F)(F)F.S(=O)(=O)([O-])OS(=O)(=O)[O-].[B+3].S(=O)(=O)([O-])OS(=O)(=O)[O-].S(=O)(=O)([O-])OS(=O)(=O)[O-].[B+3]